FC1=C(OC2CCN(CC2)C2=NC=C(C=C2NC(C2=CN=CC=C2OC)=O)C)C=CC(=C1)F N-(2-(4-(2,4-difluorophenoxy)piperidin-1-yl)-5-methylpyridin-3-yl)-4-methoxynicotinamide